1,2-dihydroxybenzene-3,4-disulfonic acid sodium salt [Na+].OC1=C(C(=C(C=C1)S(=O)(=O)[O-])S(=O)(=O)[O-])O.[Na+]